Tert-Butyl 4-(5-bromopyrimidin-4-yl)piperazine-1-carboxylate BrC=1C(=NC=NC1)N1CCN(CC1)C(=O)OC(C)(C)C